FC=1C=NC2=CC(=C(C=C2C1)F)C#CC1=NN(C(=C1C(=O)N)NC)[C@@H]1CN([C@H](C1)COC)C(C=C)=O 3-[2-(3,6-Difluoroquinolin-7-yl)ethynyl]-1-[(3S,5R)-5-(methoxymethyl)-1-(prop-2-enoyl)pyrrolidin-3-yl]-5-(methylamino)pyrazole-4-carboxamide